(4-acetyl-3-fluorophenyl)-2-methylpropanenitrile C(C)(=O)C1=C(C=C(C=C1)C(C#N)(C)C)F